C(#N)C1=C(C=CC=N1)C(F)(F)F 6-cyano-5-trifluoromethylpyridin